N-((1S)-(4-fluorophenyl)(tetrahydrofuran-2-yl)methyl)-4-(trifluoromethoxy)benzenesulfonamide FC1=CC=C(C=C1)[C@H](NS(=O)(=O)C1=CC=C(C=C1)OC(F)(F)F)C1OCCC1